FC(C1=C(C(=C(C(=C1F)F)F)F)F)(C1(C(=C(C2=C(C(=C(C(=C12)F)F)F)F)F)F)F)F perfluorobenzyl(indene)